C(C)(C)(C)C1(CC(C(C1)O)N1CC2=CC=CC=C2CC1)NC([O-])=O (tert-butyl 3-(3,4-dihydroisoquinolin-2(1H)-yl)-4-hydroxycyclopentyl)carbamate